[Li].FC(C1=NC(=NO1)C12CCC(CC1)(CC2)CO)(F)F (4-(5-(trifluoromethyl)-1,2,4-oxadiazol-3-yl)bicyclo[2.2.2]octan-1-yl)methanol lithium